S(N)(OC[C@@H]1[C@H](C[C@@H](C1)NC1=NC=NC=C1C(=O)C=1SC=C(C1)CN1C=C(C2=CC=CC=C12)CN(C)C)O)(=O)=O {(1R,2S,4R)-4-[(5-{[4-({3-[(dimethylamino)methyl]-1H-indol-1-yl}methyl)-2-thienyl] carbonyl}pyrimidin-4-yl)amino]-2-hydroxycyclopentyl}methyl sulfamate